C1(CC1)NC(=O)C=1N=C(OC1)CCC(=O)N1CC2=CC=CC=C2C1 N-cyclopropyl-2-(3-(isoindolin-2-yl)-3-oxopropyl)oxazole-4-carboxamide